5-(Allyloxy)-2,2,7-trimethyl-4H-benzo[d][1,3]dioxin-4-one C(C=C)OC1=CC(=CC=2OC(OC(C21)=O)(C)C)C